FC(C1(CC1)CCOC1=NN(C=C1)C1=CC=C(C(=N1)N1C(C[C@@H](C1)C)(C)C)C(=O)N)(F)F 6-[3-[2-[1-(trifluoromethyl)cyclopropyl]ethoxy]pyrazol-1-yl]-2-[(4S)-2,2,4-trimethylpyrrolidin-1-yl]pyridine-3-carboxamide